CN1C(C(C2=CC=CC=C12)(C)C)=CC(C=C1N(C2=CC=CC=C2C1(C)C)C)=O 1,3-bis(1,3-dihydro-1,3,3-trimethyl-2H-indol-2-ylidene)-2-propanone